(R)-1-(5-bromo-2-(2-methylmorpholino)phenyl)-N,N-dimethylmethanamine BrC=1C=CC(=C(C1)CN(C)C)N1C[C@H](OCC1)C